1-[4-(7-Morpholin-ylquinazolin-4-yl)-pyridin-2-yl]-1-thiazol-2-ylethanol N1(CCOCC1)C1=CC=C2C(=NC=NC2=C1)C1=CC(=NC=C1)C(C)(O)C=1SC=CN1